benzylsulfonic acid C(C1=CC=CC=C1)S(=O)(=O)O